5-(2-(1,3-dioxolan-2-yl)thiazol-4-yl)pent-4-yn-2-ol tert-butyl-4-(3-amino-7-fluoro-4,5-dihydropyrazolo[1,5-a]quinolin-2-yl)piperidine-1-carboxylate C(C)(C)(C)C1N(CCC(C1)C1=NN2C(CCC3=CC(=CC=C23)F)=C1N)C(=O)OC(C)CC#CC=1N=C(SC1)C1OCCO1